S1C(=NC2=C1C=CC=C2)[C@H]2N(CCC1=C2N=CN1)C(=O)C1=C(N=C(O1)OCCC(F)(F)F)C#N (S)-5-(4-(benzo[d]thiazol-2-yl)-4,5,6,7-tetrahydro-1H-imidazo[4,5-c]pyridine-5-carbonyl)-2-(3,3,3-trifluoropropoxy)oxazole-4-carbonitrile